C(C)(C)NC(C)CC(C)(N)C N2-isopropyl-4-methyl-2,4-pentanediamine